FC1=C(C(=CC=C1)C)N1N=C2C(=CC1=O)NN=C2C=2C=NC(=CC2)N2CC(N(CC2)C)CO 5-(2-Fluoro-6-methylphenyl)-3-(6-(3-(hydroxymethyl)-4-methylpiperazin-1-yl)pyrid-3-yl)-1H-pyrazolo[4,3-c]pyridazin-6(5H)-on